6-(2-(4-((4-((6-oxa-2-azaspiro[3.4]octan-2-yl)methyl)phenyl)ethynyl)phenyl)-3-(((S)-1-fluoropropan-2-yl)amino)propyl)-5-hydroxypyrimidin-4(3H)-one C1N(CC12COCC2)CC2=CC=C(C=C2)C#CC2=CC=C(C=C2)C(CC2=C(C(NC=N2)=O)O)CN[C@H](CF)C